NC1=CC=C(OC2=NC(=NC=C2C)NC2CCOCC2)C=C1 4-(4-aminophenoxy)-5-methyl-N-(tetrahydro-2H-pyran-4-yl)pyrimidin-2-amine